6-cyclopropaneamido-4-{[3-(2,5-dimethyl-2H-1,2,3-triazol-4-yl)-2-methoxyphenyl]amino}-N-(2H3)methylpyridazine-3-carboxamide C1(CC1)C(=O)NC1=CC(=C(N=N1)C(=O)NC([2H])([2H])[2H])NC1=C(C(=CC=C1)C1=NN(N=C1C)C)OC